CN(C1CCN(CC1)C1=CC=NN1)C 5-(4-(dimethylamino)piperidin-1-yl)pyrazole